CC1=C(N=CN1COCC[Si](C)(C)C)CNC(=O)C1=C2N(C=3C=CC=CC13)CCC2 N-((5-methyl-1-((2-(trimethylsilyl)ethoxy)methyl)-1H-imidazol-4-yl)methyl)-2,3-dihydro-1H-pyrrolo[1,2-a]indole-9-carboxamide